4-(2-hydroxyacetamido)-N-((trans-4-(4-methoxy-3-methylphenyl)cyclohexyl)methyl)cyclohexanecarboxamide OCC(=O)NC1CCC(CC1)C(=O)NC[C@@H]1CC[C@H](CC1)C1=CC(=C(C=C1)OC)C